amino-1-(4-carboxyphenyl)-tetrazole nickel [Ni].NC1=NN=NN1C1=CC=C(C=C1)C(=O)O